6-chloro-4-cyclohexyl-1-isopropyl-1H-pyrazolo[3,4-d]pyrimidine ClC1=NC(=C2C(=N1)N(N=C2)C(C)C)C2CCCCC2